C(C)(C)OC1=CC=2N(C=C1C(=O)NC1=CC=C(N=N1)N1C[C@@H](N(CC1)C(=O)OC(C)(C)C)C)C=C(N2)C tert-butyl (S)-4-(6-(7-isopropoxy-2-methylimidazo[1,2-a]pyridine-6-carboxamido) pyridazin-3-yl)-2-methylpiperazine-1-carboxylate